C1(=CC=CC=C1)[C@H](C)N[C@H]1CNCC[C@H]1CO ((3R,4R)-3-(((S)-1-phenylethyl)amino)piperidin-4-yl)methanol